C1(CCCCC1)C[C@@H](C(=O)N[C@H](CO)CCC(=O)N(CCC1=CC=CC=C1)CC)NC(OCC1=CC(=CC=C1)Cl)=O 3-Chlorobenzyl ((S)-3-cyclohexyl-1-(((S)-5-(ethyl(phenethyl)amino)-1-hydroxy-5-oxopentan-2-yl)amino)-1-oxopropan-2-yl)carbamate